NC1=NNC2=CC=CC(=C12)C#CC=1C=C(C(=O)NC2=CC(=CC(=C2)C(F)(F)F)CN2CCN(CC2)C)C=CC1 3-((3-amino-1H-indazol-4-yl)ethynyl)-N-(3-((4-methylpiperazin-1-yl)methyl)-5-(trifluoromethyl)phenyl)benzamide